BrC=1C=C(C=CC1F)SC1CC1 (3-bromo-4-fluorophenyl)(cyclopropyl)sulfane